COC1=C(C(=O)[O-])C(=CC=C1)OC 2,6-dimethoxybenzoate